CC([C@@H](CNC(C1=CC=C(C=C1)C)=O)NC(OC(C)C)=O)C Isopropyl ((1S)-2-methyl-1-{[(4-methylbenzoyl)amino]methyl}propyl)-carbamate